C(#C)C=1N=C(C2=C(N1)CCCS2(=O)=O)NC2(CCC2)CO ethynyl-4-((1-(hydroxymethyl)cyclobutyl)amino)-7,8-dihydro-6H-thiopyrano[3,2-d]pyrimidine 5,5-dioxide